CC1(CC1)C=1C=CCCN1 6-(1-methylcyclopropyl)-2,3-dihydropyridine